FC(O[C@H]1C[C@@H](N(CC1)CC1=C2C=CN(C2=C(C=C1OC)C)C(=O)OC(C)(C)C)C1=CC=C(C=C1)C(=O)OC)F tert-butyl 4-(((trans)-4-(difluoromethoxy)-2-(4-(methoxycarbonyl) phenyl) piperidin-1-yl) methyl)-5-methoxy-7-methyl-1H-indole-1-carboxylate